O1N=C(N=C1)C1=NC=CC(=N1)COC1=CC=C(C=C1)C(C)(C)C1=CC=C(OC2CC(C2)N)C=C1 (1s,3s)-3-(4-(2-(4-((2-(1,2,4-oxadiazol-3-yl)pyrimidin-4-yl)methoxy)phenyl)propan-2-yl)phenoxy)cyclobutylamine